12-bromo-10,10-dimethyl-10H-indeno[1,2-B]triphenylene BrC=1C=C2C=C3C(C=C4C5=CC=CC=C5C5=CC=CC=C5C4=C3)=C2C(C1)(C)C